FC1(CC(C1)OC=1C(N(C=C2C(=NN(C(C21)=O)C)N[C@H](C)C2=C(C(=CC=C2)C(F)F)F)C2(CC2)C(F)F)=O)F (R)-8-(3,3-difluorocyclobutoxy)-4-((1-(3-(difluoromethyl)-2-fluorophenyl)ethyl)amino)-6-(1-(difluoromethyl)cyclopropyl)-2-methylpyrido[3,4-d]pyridazine-1,7(2H,6H)-dione